COC1=NOC(=C1)CN(C1=CC2=C(C=N1)N=C(N2)C2=CC(=CN2)C(=O)C2=C(C=CC=C2)C(F)(F)F)C (5-(6-(((3-methoxyisoxazol-5-yl)methyl)(methyl)amino)-1H-imidazo[4,5-c]pyridin-2-yl)-1H-pyrrol-3-yl)(2-(trifluoromethyl)phenyl)methanone